4-[(3-chloro-4-fluorophenyl)amino]-6-[cis-4-(N-methanesulfonyl-N-methyl-amino)-cyclohexan-1-yloxy]-7-methoxy-quinazoline ClC=1C=C(C=CC1F)NC1=NC=NC2=CC(=C(C=C12)O[C@@H]1CC[C@@H](CC1)N(C)S(=O)(=O)C)OC